(2-(trifluoromethoxy)phenyl)methanamine FC(OC1=C(C=CC=C1)CN)(F)F